5-(4-bromo-2,6-dichloro-phenoxy)-N-[3-[tert-butyl(dimethyl)silyl]oxycyclobutyl]-2-methoxy-N-methyl-benzenesulfonamide BrC1=CC(=C(OC=2C=CC(=C(C2)S(=O)(=O)N(C)C2CC(C2)O[Si](C)(C)C(C)(C)C)OC)C(=C1)Cl)Cl